5-fluoro-4-{3-[(1S)-1-hydroxyethyl]-4-methyl-5-oxo-4,5-dihydro-1H-1,2,4-triazol-1-yl}-2-{[(2S)-1,1,1-trifluoropropan-2-yl]Oxy}benzoic acid FC=1C(=CC(=C(C(=O)O)C1)O[C@H](C(F)(F)F)C)N1N=C(N(C1=O)C)[C@H](C)O